tert-butyl (R)-(1-(6-((4-(4-morpholino-7-((2-(trimethylsilyl)ethoxy)methyl)-7H-pyrrolo[2,3-d]pyrimidin-6-yl)phenyl)amino)pyridazin-3-yl)piperidin-3-yl)carbamate O1CCN(CC1)C=1C2=C(N=CN1)N(C(=C2)C2=CC=C(C=C2)NC2=CC=C(N=N2)N2C[C@@H](CCC2)NC(OC(C)(C)C)=O)COCC[Si](C)(C)C